O=C1NC(CCC1NC1=CC(=C(C=C1OC)N1CCC(CC1)CN1CCC2(CC(C2)NC(OC(C)(C)C)=O)CC1)F)=O tert-butyl (7-((1-(4-((2,6-dioxopiperidin-3-yl)amino)-2-fluoro-5-methoxyphenyl)piperidin-4-yl)methyl)-7-azaspiro[3.5]nonan-2-yl)carbamate